4-(4-hydroxyphenylthio)-4'-phenylsulfinylbenzophenone dimethylacetal COC(C1=CC=C(C=C1)SC1=CC=C(C=C1)O)(C1=CC=C(C=C1)S(=O)C1=CC=CC=C1)OC